CC1=C(C(=NO1)C=1C=CC(=NC1)O)COC1OCCCC1 5-(5-methyl-4-(((tetrahydro-2H-pyran-2-yl)oxy)methyl)isoxazol-3-yl)pyridin-2-ol